NC[C@H]1OCCN(C1)C1=C(C(=C(C(=N1)S[C@@H](C(=O)N)C1=CC=CC=C1)C#N)CC)C#N (R)-2-((6-((R)-2-(aminomethyl)morpholino)-3,5-dicyano-4-ethylpyridin-2-yl)sulfanyl)-2-phenylacetamide